(2R)-N-[5-(4-fluorophenoxy)thiazol-2-yl]-1-sulfamoyl-pyrrolidine-2-carboxamide FC1=CC=C(OC2=CN=C(S2)NC(=O)[C@@H]2N(CCC2)S(N)(=O)=O)C=C1